2-[4-[(E)-3-(4-Chloro-2-hydroxyphenyl)-3-oxoprop-1-enyl]phenyl]sulfanylprop-2-enoic acid ClC1=CC(=C(C=C1)C(/C=C/C1=CC=C(C=C1)SC(C(=O)O)=C)=O)O